COCCNC1=NC(=NC=C1C(=O)N)NC=1C=NN(C1)C 4-[(2-methoxy-ethyl)amino]-2-[(1-methyl-1H-pyrazol-4-yl)amino]pyrimidin-5-carboxamide